tert-butyl (R)-2-(((3-amino-6-chloropyridin-2-yl)oxy)methyl)pyrrolidine-1-carboxylate NC=1C(=NC(=CC1)Cl)OC[C@@H]1N(CCC1)C(=O)OC(C)(C)C